O1CCN(CC1)CC1=CC2=C(S1)C1=C(C(C3=C2C(=C(C=C3)F)F)=O)C=CC=C1 2-morpholinomethyl-4,5-difluoro-8H-dibenzo[3,4:6,7]cyclohepta[1,2-b]thiophen-8-one